Ethyl (E)-3-(2-((tert-butyldimethylsilyl)oxy)-5-fluorophenyl)acrylate [Si](C)(C)(C(C)(C)C)OC1=C(C=C(C=C1)F)/C=C/C(=O)OCC